FC1(C(N(C2=C(O1)C=C(C(=C2)C2=C(C(=C(C=C2F)F)F)F)F)CC#C)=O)F 2,2,7-trifluoro-4-(prop-2-yn-1-yl)-6-(2,3,4,6-tetrafluorophenyl)-2H-benzo[b][1,4]oxazin-3(4H)-one